endo-N-(7-cyano-7-azabicyclo[2.2.1]heptan-2-yl)-1-(6-cyclopropyl-2-pyridinyl)-1H-indazole-5-carboxamide C(#N)N1C2C(CC1CC2)NC(=O)C=2C=C1C=NN(C1=CC2)C2=NC(=CC=C2)C2CC2